C(C)(C)(C)OC(=O)N1[C@@H](C[C@H](C1)O)C(NC1(CN(C1)C)C1=CC=C(C=C1)C1=C(N=CS1)C)=O (2S,4R)-4-hydroxy-2-[[1-methyl-3-[4-(4-methylthiazol-5-yl)phenyl]azetidin-3-yl]carbamoyl]pyrrolidine-1-carboxylic acid tert-butyl ester